4-[[2-[6-fluoro-3-(4-fluorobenzyl)-3,4-dihydroisoquinolin-2(1H)-yl]ethylamino]methyl]-N-isopropylaniline FC=1C=C2CC(N(CC2=CC1)CCNCC1=CC=C(NC(C)C)C=C1)CC1=CC=C(C=C1)F